FC(C1=NC=CC=C1NC(=O)[C@@H]1CC12CCN(CC2)C(=O)OC(C(F)(F)F)C(F)(F)F)(F)F |r| 1,1,1,3,3,3-hexafluoro-propan-2-yl (±)-1-((2-(trifluoro-methyl)pyridin-3-yl)carbamoyl)-6-aza-spiro[2.5]octane-6-carboxylate